NC1=C(C2=C(SC(=C2)C(C)=O)C=C1OC)Br 1-(5-amino-4-bromo-6-methoxybenzo[b]thiophen-2-yl)ethan-1-one